(5'S,7a'R)-1-(benzene-carbonyl)-7a'-methyl-5'-phenyltetrahydro-3'H-spiro[piperidine-4,2'-pyrrolo[2,1-b][1,3]oxazol]-3'-one C1(=CC=CC=C1)C(=O)N1CCC2(C(N3[C@](O2)(CC[C@H]3C3=CC=CC=C3)C)=O)CC1